ClC1=C(C(=O)P(C2=C(C=C(C=C2)OC)OC)(C(C2=C(C=CC=C2Cl)Cl)=O)=O)C(=CC=C1)Cl bis-(2,6-dichlorobenzoyl)-2,4-dimethoxyphenyl-phosphine oxide